COC1=CC=C(C=C1)S 4-methoxybenzenethiol